ClC1CCC(CC1)Cl 1,4-dichlorocyclohexane